4-(5-(2-methyl-2H-indazol-5-yl)-1-(piperidin-4-ylmethyl)-1H-pyrrolo[2,3-c]pyridin-4-yl)benzonitrile CN1N=C2C=CC(=CC2=C1)C=1C(=C2C(=CN1)N(C=C2)CC2CCNCC2)C2=CC=C(C#N)C=C2